7-iodo-1,2,3,4-tetrahydroquinoline IC1=CC=C2CCCNC2=C1